FC(C=1C=CC(=NC1)NC1CCN(CC1)S(=O)(=O)C1=CC=C(C=C1)C1=C2C=CNC2=C(C=C1)C(=O)N)(F)F 4-(4-((4-((5-(Trifluoromethyl)pyridin-2-yl)amino)piperidin-1-yl)sulfonyl)phenyl)-1H-indole-7-carboxamide